tert-butyl 2-[(3S)-3-[(dimethylamino)methyl]piperazin-1-yl]-5H,6H,7H,8H-pyrido[4,3-d]pyrimidine-6-carboxylate CN(C)C[C@H]1CN(CCN1)C=1N=CC2=C(N1)CCN(C2)C(=O)OC(C)(C)C